6-(4-(8-isopropyl-3,8-diazabicyclo[3.2.1]octan-3-yl)phenyl)-8-methyl-2-(4-(methylsulfonyl)phenyl)-5,6,7,8-tetrahydro-[1,2,4]triazolo[1,5-a]pyridine C(C)(C)N1C2CN(CC1CC2)C2=CC=C(C=C2)C2CC(C=1N(C2)N=C(N1)C1=CC=C(C=C1)S(=O)(=O)C)C